C12COCC(CC1)N2CC2=CC(=C(C=C2)N2C=NC(=C2)C2=NC(=NC=C2C(F)(F)F)NC2CCN(CC2)S(=O)(=O)C)Cl 4-(1-(4-((3-Oxa-8-azabicyclo[3.2.1]-octan-8-yl)methyl)-2-chlorophenyl)-1H-imidazol-4-yl)-N-(1-(methylsulfonyl)-piperidin-4-yl)-5-(trifluoromethyl)-pyrimidin-2-amine